BrC1=NC=CC=2C(=CC=CC12)O bromoisoquinolin-5-ol